Cl.N1CC(C1)COC1=C(C=C(C=C1)C1=CC2=C(S(CO2)(=O)=O)C=C1)F 6-(4-(Azetidin-3-ylmethoxy)-3-fluorophenyl)-2H-benzo[d][1,3]oxathiole 3,3-dioxide hydrochloride